N-[(S)-1-(4-[1,4]Diazepan-1-yl-phenyl)-ethyl]-3-[6-methyl-3-(4-trifluoromethoxy-benzyl)-3H-imidazo[4,5-b]pyridin-2-yl]-propionamide N1(CCNCCC1)C1=CC=C(C=C1)[C@H](C)NC(CCC1=NC=2C(=NC=C(C2)C)N1CC1=CC=C(C=C1)OC(F)(F)F)=O